OCC1N(C(=CCCC1CC(C)C)C1=NC=C(C=N1)OC(C)C)C(=O)OC(C)(C)C tert-Butyl 2-(hydroxymethyl)-3-isobutyl-7-(5-isopropoxypyrimidin-2-yl)-2,3,4,5-tetrahydroazepine-1-carboxylate